FC=1C=C(C=C2C=CC(=NC12)C1CCOCC1)CN1C[C@H]([C@@H](C1)C)OC=1C=C2CN(C(C2=CC1)=O)N1C(CCCC1=O)=O (5-(((3S,4R)-1-((8-fluoro-2-(tetrahydro-2H-pyran-4-yl)quinolin-6-yl)methyl)-4-methylpyrrolidin-3-yl)oxy)-1-oxoisoindolin-2-yl)piperidine-2,6-dione